1-(4-chloro-3-fluoro-2-pyridyl)ethanone ClC1=C(C(=NC=C1)C(C)=O)F